C1CCN2C=C(C=C12)C(=O)O 2,3-dihydro-1H-pyrrolizine-6-carboxylic acid